C1(CCCC1)N1C2=NC(=NC=C2N=C1NC1=CC=CC=C1)NC1=CC=C(C=C1)N1CCC(CC1)N(C)CC1=CC=C(C=N1)N1C(NC(CC1)=O)=O 1-(6-(((1-(4-((9-cyclopentyl-8-(phenylamino)-9H-purin-2-yl)amino)phenyl)piperidin-4-yl)(methyl)amino)methyl)pyridin-3-yl)dihydropyrimidine-2,4(1H,3H)-dione